Ethyl 2-(6-bromo-7-methyl-4-(trifluoromethyl)-2H-indazol-2-yl)-2-((R)-6-fluoro-6,7-dihydro-5H-pyrrolo[1,2-c]imidazol-1-yl)acetate BrC=1C=C(C2=CN(N=C2C1C)C(C(=O)OCC)C1=C2N(C=N1)C[C@@H](C2)F)C(F)(F)F